tert-butyl 4-((2-(2,6-dioxopiperidin-3-yl)-1,3-dioxoisoindolin-5-yl)amino)butanoate O=C1NC(CCC1N1C(C2=CC=C(C=C2C1=O)NCCCC(=O)OC(C)(C)C)=O)=O